2-(2-{[2-(2-fluorophenyl)ethyl]amino}-N-(2-methylpropyl)acetamido)-N-[3-(2-oxopyrrolidin-1-yl)propyl]acetamide FC1=C(C=CC=C1)CCNCC(=O)N(CC(C)C)CC(=O)NCCCN1C(CCC1)=O